(R)-7-((3-(8-amino-6-methylpyrido[3,4-d]pyrimidin-2-yl)phenyl)ethynyl)-6,7-dihydro-5H-cyclopenta[b]pyridin-7-ol trifluoroacetate FC(C(=O)O)(F)F.NC1=NC(=CC2=C1N=C(N=C2)C=2C=C(C=CC2)C#C[C@@]2(CCC=1C2=NC=CC1)O)C